NC1=NN2C(C=C(C=C2)C=2C(=C(C(=O)NCCC(O)C3=CC(=C(C=C3)Cl)Cl)C(=CC2)C)F)=N1 3-(2-amino-[1,2,4]-triazolo[1,5-a]-pyridin-7-yl)-N-(3-(3,4-dichlorophenyl)-3-hydroxy-propyl)-2-fluoro-6-methylbenzamide